(R)-(6-(4-(2-(cyclopropylmethoxy)phenyl)piperidin-1-yl)-2-azaspiro[3.4]octan-2-yl)(oxetan-3-yl)methanone C1(CC1)COC1=C(C=CC=C1)C1CCN(CC1)[C@H]1CC2(CN(C2)C(=O)C2COC2)CC1